(2R,4R)-N-(5-(1-amino-3-cyclopropyl-1-(pyridin-4-yl)propyl)-2-fluorophenyl)-4-methoxypyrrolidine-2-carboxamide NC(CCC1CC1)(C1=CC=NC=C1)C=1C=CC(=C(C1)NC(=O)[C@@H]1NC[C@@H](C1)OC)F